indolyl-hydroxylamine N1C(=CC2=CC=CC=C12)NO